FC1=NC=C(C=C1F)F 2,3,5-trifluoropyridine